1-cyclohexyl-3-(naphthalen-1-ylmethyl)-1H-pyrazolo[3,4-d]pyrimidin-4-amine C1(CCCCC1)N1N=C(C=2C1=NC=NC2N)CC2=CC=CC1=CC=CC=C21